FC1=C(C=CC(=C1)OC1=NN(C=C1)C1=NC=C(C(=C1)F)C)NC1=NC=NC2=CC(=C(C=C12)NC1CCN(CC1)C(C=C)=O)OC 1-[4-({4-[(2-fluoro-4-{[1-(4-fluoro-5-methylpyridin-2-yl)pyrazol-3-yl]oxy}phenyl)amino]-7-methoxyquinazolin-6-yl}amino)piperidin-1-yl]prop-2-en-1-one